methyl 3-(aminomethyl)-4-propylbenzoate NCC=1C=C(C(=O)OC)C=CC1CCC